N2-(3-(3-cyclopropoxypyridin-2-yl)-1,2,4-thiadiazol-5-yl)-N3,N3-dimethylpyridine-2,3-diamine C1(CC1)OC=1C(=NC=CC1)C1=NSC(=N1)NC1=NC=CC=C1N(C)C